(1R,3S,5R)-2-(2-(3-acetyl-5-(2-methylpyrimidin-5-yl)-1H-indazol-1-yl)acetyl)-N-((S)-1-(2-fluorophenyl)ethyl)-5-methyl-2-azabicyclo[3.1.0]hexane-3-carboxamide C(C)(=O)C1=NN(C2=CC=C(C=C12)C=1C=NC(=NC1)C)CC(=O)N1[C@@H]2C[C@@]2(C[C@H]1C(=O)N[C@@H](C)C1=C(C=CC=C1)F)C